COC(CCOCC(NC(CNC(OCC1=CC=CC=C1)=O)=O)(COCCC(OC)=O)COCCC(=O)OC)=O 8,8-bis((3-methoxy-3-oxopropoxy)methyl)-3,6-dioxo-1-phenyl-2,10-dioxa-4,7-diazatridecane-13-oic acid methyl ester